(5-bromo-3'-fluoro-[2,4'-bipyridyl]-3-yl)methanol BrC=1C=C(C(=NC1)C1=C(C=NC=C1)F)CO